1-[2-(5-fluoroisoindolin-2-yl)-6-methyl-4-oxo-chromen-8-yl]Ethylene FC=1C=C2CN(CC2=CC1)C=1OC2=C(C=C(C=C2C(C1)=O)C)C=C